O1CCC(CC1)C1=CC=CC=2N1N=C(N2)C(=O)O 5-(tetrahydro-2H-pyran-4-yl)-[1,2,4]triazolo[1,5-a]pyridine-2-carboxylic acid